(E)-3,4-dihydroxy-6-(4-hydroxy-styryl)-2H-pyran-2-one OC=1C(OC(=CC1O)\C=C\C1=CC=C(C=C1)O)=O